C[C@@H]1N(CC1)C1=NC(=CC(=N1)N1CC2(C(C2C1)CC#N)C=1C=NC=CC1)C(F)(F)F 2-(3-(2-((S)-2-methylazetidin-1-yl)-6-(trifluoromethyl)pyrimidin-4-yl)-1-(pyridin-3-yl)-3-azabicyclo[3.1.0]hex-6-yl)acetonitrile